3,4-bis(4-methoxyphenyl)isoquinolin-1(2H)-one COC1=CC=C(C=C1)C=1NC(C2=CC=CC=C2C1C1=CC=C(C=C1)OC)=O